5-Chloro-7-methyl-imidazo[1,2-a]pyridine-6-carbonitrile ClC1=C(C(=CC=2N1C=CN2)C)C#N